C(C)(=O)OC1C(CC1)=O Oxocyclobutyl acetate